(S)-((6-(2-chloro-3-(3-chloro-2-(2-(2-hydroxypropyl)-8-methoxy-1,2,3,4-tetrahydroisoquinolin-6-yl)pyridin-4-yl)phenyl)-2-methoxypyridin-3-yl)methyl)glycine ClC1=C(C=CC=C1C1=C(C(=NC=C1)C=1C=C2CCN(CC2=C(C1)OC)C[C@H](C)O)Cl)C1=CC=C(C(=N1)OC)CNCC(=O)O